C(C)N1C(NC2=CC(=CC=C2C1)CN1CCN(CC1)C=1C=CC(=NC1C)C(=O)NC)=O 5-(4-((3-ethyl-2-oxo-1,2,3,4-tetrahydroquinazolin-7-yl)methyl)piperazin-1-yl)-N,6-dimethylpicolinamide